FC1=CC=CC(=N1)[C@@H](C1CCN(CC1)C(=O)C=1C=CC2=C(NC(CO2)=O)C1)C1=CC=CC=C1 |o1:7| 6-[4-[(S or R)-(6-Fluoro-2-pyridyl)-phenyl-methyl]piperidine-1-carbonyl]-4H-1,4-benzoxazin-3-one